(7R,14R)-11-(6-((1R,2S)-1-amino-2-methylcyclobutyl)pyridin-3-yl)-1-ethynyl-6-(methyl-d3)-6,7-dihydro-7,14-methanobenzo[f]benzo[4,5]imidazo[1,2-a][1,4]diazocin-5(14H)-one N[C@]1([C@H](CC1)C)C1=CC=C(C=N1)C1=CC2=C(N=C3N2[C@H]2C4=C(C(N([C@@H]3C2)C([2H])([2H])[2H])=O)C=CC=C4C#C)C=C1